(R)-2-amino-3-cyclopropylpropanoic acid N[C@@H](C(=O)O)CC1CC1